7-methoxy-2-methyl-N-(2-(piperazin-1-yl)pyrimidin-5-yl)imidazo[1,2-a]pyridine-6-carboxamide COC1=CC=2N(C=C1C(=O)NC=1C=NC(=NC1)N1CCNCC1)C=C(N2)C